5-(3-amino-4-hydroxyphenyl)-2-methylpentanoic acid NC=1C=C(C=CC1O)CCCC(C(=O)O)C